CC1=NOC(=C1COC1OCCCC1)C1=C(C=CC=C1)O (3-methyl-4-(((tetrahydro-2H-pyran-2-yl)oxy)methyl)isoxazol-5-yl)phenol